FC1(CCN(CC1)C(=O)C=1C=NC(=CC1)N1N=CC2=CC(=CC=C12)OC)F (4,4-difluoropiperidin-1-yl)(6-(5-methoxy-1H-indazol-1-yl)pyridin-3-yl)methanone